2-{[4-Chloro-3-(6-chloro-4-methyl-pyridin-3-yl)-benzoyl-methyl-amino]-phenyl}-butyric acid ClC1=C(C=C(C(=O)N(C)C2=C(C=CC=C2)C(C(=O)O)CC)C=C1)C=1C=NC(=CC1C)Cl